(2S,4R)-1-((S)-2-(6-aminohexanamido)-3,3-dimethylbutanoyl)-4-hydroxy-N-((S)-1-(4-(4-methylthiazol-5-yl)phenyl)ethyl)pyrrolidine-2-carboxamide hydrochloride Cl.NCCCCCC(=O)N[C@H](C(=O)N1[C@@H](C[C@H](C1)O)C(=O)N[C@@H](C)C1=CC=C(C=C1)C1=C(N=CS1)C)C(C)(C)C